N,N'-(Naphthalene-1,4-diyl)bis(4-fluoro-3-methylbenzenesulfonamide) C1(=CC=C(C2=CC=CC=C12)NS(=O)(=O)C1=CC(=C(C=C1)F)C)NS(=O)(=O)C1=CC(=C(C=C1)F)C